CC(\C=C\C)O (E)-pent-3-en-2-ol